2-bromo-4-fluoro-1,3-benzothiazole-6-carbonitrile BrC=1SC2=C(N1)C(=CC(=C2)C#N)F